4-(2-((1,4-dihydroquinazolin-2-yl)thio)ethyl)morpholine dihydrochloride Cl.Cl.N1C(=NCC2=CC=CC=C12)SCCN1CCOCC1